CN1N=CC(=C1C)C1C2=C(CNC1)C=CS2 7-(1,5-dimethylpyrazol-4-yl)-4,5,6,7-tetrahydrothieno[3,2-c]pyridine